tert-butyl 4-[3-[3-(2,4-dioxohexahydropyrimidin-1-yl)imidazo[1,2-a]pyridin-7-yl] propyl]piperazine-1-carboxylate O=C1N(CCC(N1)=O)C1=CN=C2N1C=CC(=C2)CCCN2CCN(CC2)C(=O)OC(C)(C)C